C1(CCCCC1)N1CC(N(CC1)C1CC2(C1)CCNCC2)C2=C(C=CC=C2)C(C)C 2-(4-cyclohexyl-2-(2-isopropylphenyl)piperazin-1-yl)-7-azaspiro[3.5]nonane